N-isopropyl-2-(5-methoxy-1H-indol-3-yl)-2-oxo-N-propylacetamide C(C)(C)N(C(C(=O)C1=CNC2=CC=C(C=C12)OC)=O)CCC